6,7-bis(hydroxymethyl)-5-(piperazin-1-yl)-2,3-dihydro-1,4-benzodioxine OCC1=C(C2=C(OCCO2)C=C1CO)N1CCNCC1